(2S)-2-[(1S)-1-hydroxyethyl]morpholine-4-carboxylic acid tert-butyl ester C(C)(C)(C)OC(=O)N1C[C@H](OCC1)[C@H](C)O